ClC=1C(=CC2=C(OCCC=3C2=CSC3)C1)CO (8-chloro-4,5-dihydrobenzo[b]thieno[3,4-d]oxepin-9-yl)methanol